tert-butyl 2-(3-((tert-butyldimethylsilyl)oxy)-2-(4-((tertbutyldimethylsilyl)oxy)-2-methylbutan-2-yl)-5-(((trifluoromethyl)sulfonyl)oxy)phenyl)acetate [Si](C)(C)(C(C)(C)C)OC=1C(=C(C=C(C1)OS(=O)(=O)C(F)(F)F)CC(=O)OC(C)(C)C)C(C)(CCO[Si](C)(C)C(C)(C)C)C